(S)-N-(7-chloro-6-(1-((3R,4R)-4-hydroxytetrahydrofuran-3-yl)piperidin-4-yl)isoquinolin-3-yl)-6-oxaspiro[2.5]octane-1-carboxamide ClC1=C(C=C2C=C(N=CC2=C1)NC(=O)[C@H]1CC12CCOCC2)C2CCN(CC2)[C@@H]2COC[C@@H]2O